(E)-1-bromo-3-(4-chloro-2-fluorostyryl)-2-fluorobenzene BrC1=C(C(=CC=C1)\C=C\C1=C(C=C(C=C1)Cl)F)F